5-[4-[[4-[(3R,5R)-5-[(5-chloro-1-methyl-6-oxo-pyridazin-4-yl)amino]-1-methyl-3-piperidyl]phenyl]methyl]piperazin-1-yl]-2-(2,6-dioxo-3-piperidyl)isoindoline-1,3-dione ClC1=C(C=NN(C1=O)C)N[C@@H]1C[C@@H](CN(C1)C)C1=CC=C(C=C1)CN1CCN(CC1)C=1C=C2C(N(C(C2=CC1)=O)C1C(NC(CC1)=O)=O)=O